3-(bromomethyl)-7-[(3-fluoro-2-pyridinyl)oxy]-4-methyl-chromen-2-one BrCC=1C(OC2=CC(=CC=C2C1C)OC1=NC=CC=C1F)=O